Ethyl 2-((4-(4-(dimethylamino)piperidin-1-yl)-3-methoxyphenyl)amino)-4-((6-(2-hydroxypropan-2-yl)pyridin-2-yl)amino)thieno[2,3-d]pyrimidine-5-carboxylate CN(C1CCN(CC1)C1=C(C=C(C=C1)NC=1N=C(C2=C(N1)SC=C2C(=O)OCC)NC2=NC(=CC=C2)C(C)(C)O)OC)C